N-(2-((3R,4R,5R,6R)-4,5-dihydroxy-6-(hydroxymethyl)tetrahydro-2H-pyran-3-yl)ethyl)-2,2,2-trifluoroacetamide O[C@@H]1[C@@H](CO[C@@H]([C@@H]1O)CO)CCNC(C(F)(F)F)=O